N1(CCOCC1)C=1C2=C(N=CN1)N(C(=C2)C2=CC=C(C=C2)NS(=O)(=O)C2CN(CC2)C2CN(CCC2)C(=O)OC(C)(C)C)COCC[Si](C)(C)C tert-butyl 3-[3-({4-[4-(morpholin-4-yl)-7-{[2-(trimethylsilyl)ethoxy]methyl}-7H-pyrrolo[2,3-d]pyrimidin-6-yl]phenyl} sulfamoyl)pyrrolidin-1-yl]piperidine-1-carboxylate